5-methyl-N2-(5-spiro[2H-benzofuran-3,1'-cyclopropane]-4-yloxypyrazin-2-yl)pyridine-2,3-diamine CC=1C=C(C(=NC1)NC1=NC=C(N=C1)OC1=CC=CC2=C1C1(CC1)CO2)N